N1C[C@H](CCC1)COC1=C2C(=NC=C1)NC=C2C=2C=NC=NC2 4-[[(3S)-3-piperidinyl]methoxy]-3-pyrimidin-5-yl-1H-pyrrolo[2,3-b]pyridine